1-(Cyclopropylmethyl)-6-(4-methoxypiperidin-1-yl)-1H-indol C1(CC1)CN1C=CC2=CC=C(C=C12)N1CCC(CC1)OC